N,N-bis(9,9-dimethyl-9H-fluoren-2-yl)-4',4',5',8'-tetramethyl-3',4'-dihydro-2'H-spiro[fluorene-9,1'-naphthalen]-2-amine CC1(C2=CC=CC=C2C=2C=CC(=CC12)N(C1=CC2=C(C=C1)C1=CC=CC=C1C21CCC(C2=C(C=CC(=C12)C)C)(C)C)C1=CC=2C(C3=CC=CC=C3C2C=C1)(C)C)C